C(#N)CNC(C1=CC=C(C=C1)C1=NC(=NC=C1C)NC=1C=NN(C1)C1CC(OC(C1)(C)C)(C)C)=O N-(cyanomethyl)-4-(5-methyl-2-((1-(2,2,6,6-tetramethyltetrahydro-2H-pyran-4-yl)-1H-pyrazol-4-yl)amino)pyrimidin-4-yl)benzamide